Cl.NCCCCCNC(=O)C1=C(C=C(C=C1)NC(=O)C=1N(C(=CN1)C=1C(=NN(C1)CC(F)F)C(F)(F)F)C)CC N-(4-((5-aminopentyl)carbamoyl)-3-ethylphenyl)-5-(1-(2,2-difluoroethyl)-3-(trifluoromethyl)-1H-pyrazol-4-yl)-1-methyl-1H-imidazole-2-carboxamide hydrochloride